[Na+].[Na+].P(=O)([O-])([O-])OC[C@@H]1[C@H]([C@H]([C@@H](O1)N1C(=O)NC(=O)C=C1)O)O Uridine-5'-monophosphate disodium salt